1-((1-methyl-1H-imidazol-5-yl)methyl)-4-(4-(trifluoromethyl)phenyl)-1,2,3,4-tetrahydroquinoxaline CN1C=NC=C1CN1CCN(C2=CC=CC=C12)C1=CC=C(C=C1)C(F)(F)F